(2-bromo-3,4-dihydroxy-phenyl)-N-(3,4,5-trihydroxy-benzyl)-thioacrylamide BrC1=C(C=CC(=C1O)O)C(C(=S)NCC1=CC(=C(C(=C1)O)O)O)=C